Chloro(cyclohexylmethyl)zinc 4-pentenoate C(CCC=C)(=O)O.Cl[Zn]CC1CCCCC1